cis-4-(4-bromo-5-methoxy-2-nitrophenyl)-1,2,6-trimethylpiperazine BrC1=CC(=C(C=C1OC)N1C[C@@H](N([C@@H](C1)C)C)C)[N+](=O)[O-]